FC(C)(F)C1=NC(=CC(=N1)NC1=CC(=NC=C1C1=NC=CC=N1)NC(C)=O)C N-(4-((2-(1,1-difluoroethyl)-6-methylpyrimidin-4-yl)amino)-5-(pyrimidin-2-yl)pyridin-2-yl)acetamide